1-(4-fluoro-2-methylphenyl)-3-(2-methyl-6-oxo-1,6-dihydropyridin-3-yl)-6-(tri-fluoromethyl)-2,3-dihydropyrido-[3,4-d]pyrimidin-4(1H)-one FC1=CC(=C(C=C1)N1CN(C(C2=C1C=NC(=C2)C(F)(F)F)=O)C2=C(NC(C=C2)=O)C)C